NC(C[Si](OCC)(OCC)C)C β-aminopropylmethyldiethoxysilane